BrCC(=O)C1=CC=C(C=C1)[N+](=O)[O-] 2-bromo-1-(p-nitrophenyl)ethan-1-one